8-(4-(1-methylazetidine-3-carbonyl)piperazin-1-yl)-N-(1-methylcyclopropyl)-3-(5-(trifluoromethyl)-1,3,4-thiadiazol-2-yl)imidazo[1,5-a]pyridine-6-sulfonamide CN1CC(C1)C(=O)N1CCN(CC1)C=1C=2N(C=C(C1)S(=O)(=O)NC1(CC1)C)C(=NC2)C=2SC(=NN2)C(F)(F)F